C1(CCC1)CC=1N=C2C(=NC1NS(=O)(=O)C)N(C(=N2)C2=NC(=CC=C2)OCC)C2=C(C=CC=C2OC)OC N-(5-(Cyclobutylmethyl)-1-(2,6-dimethoxyphenyl)-2-(6-ethoxypyridin-2-yl)-1H-imidazo[4,5-b]pyrazin-6-yl)methansulfonamid